(4-methyl-3-(2-(methylamino)-8,9-dihydroimidazo[1',2':1,6]pyrido[2,3-d]pyrimidin-6-yl)phenyl)-5-(trifluoromethyl)pyridazine-3-carboxamide CC1=C(C=C(C=C1)C1=C(N=NC=C1C(F)(F)F)C(=O)N)C1=CC2=C(N=C(N=C2)NC)N2C1=NCC2